2-(6-(((3R,5S)-5-fluoro-1-methylpiperidin-3-yl)thio)-4-methylpyridazin-3-yl)-5-(trifluoromethyl)phenol F[C@H]1C[C@H](CN(C1)C)SC1=CC(=C(N=N1)C1=C(C=C(C=C1)C(F)(F)F)O)C